CC(COC(CCC1=CC(=C(C(=C1)C)O)C(C)(C)C)=O)(C)C1OCC2(CO1)COC(OC2)C(COC(CCC2=CC(=C(C(=C2)C)O)C(C)(C)C)=O)(C)C 3,9-bis[1,1-dimethyl-2-{beta-(3-t-butyl-4-hydroxy-5-methylphenyl)propionyloxy}ethyl]2,4,8,10-tetraoxaspiro[5.5]undecane